C[C@H]1/C=C/C=C(\\C(=O)NC2=C(C(=C3C(=C2O)C(=C(C4=C3C(=O)[C@](O4)(O/C=C/[C@@H]([C@H]([C@H]([C@@H]([C@@H]([C@@H]([C@H]1O)C)O)C)OC(=O)C)C)OC)C)C)[O-])O)/C=[N+](/N5CCN(CC5)C)\\[O-])/C The molecule is an organic cation obtained that is the conjugate base of 2'-hydroxyrifampicin. is the major structure at pH 7.3 (according to Marvin v 6.2.0.). It has a role as a bacterial xenobiotic metabolite. It is a conjugate base of a 2'-hydroxyrifampicin.